1-(4-fluorophenyl)-N-(4-formyl-3-methylphenyl)-3-methyl-1H-pyrazole-4-carboxamide FC1=CC=C(C=C1)N1N=C(C(=C1)C(=O)NC1=CC(=C(C=C1)C=O)C)C